FC1=C(C=CC(=C1)OC(F)(F)F)C1CN(C1)C(=O)N1C[C@@H]2[C@@H](OCC(N2)=O)CC1 (4aR,8aS)-6-(3-(2-Fluoro-4-(trifluoromethoxy)phenyl)azetidine-1-carbonyl)hexahydro-2H-pyrido[4,3-b][1,4]oxazin-3(4H)-one